(1S,1aS,6aR)-ethyl-4-((3-bromo-4-methylbenzyl)oxy)-1,1a,6,6a-tetrahydro-cyclopropa[a]indene-1-carboxylic acid, ethyl ester C(C)[C@]1([C@H]2[C@H]1CC=1C=C(C=CC21)OCC2=CC(=C(C=C2)C)Br)C(=O)OCC